3-chloro-4-(1-methyl-4-(trifluoromethyl)-1H-imidazol-2-yl)benzaldehyde ClC=1C=C(C=O)C=CC1C=1N(C=C(N1)C(F)(F)F)C